O=C1NC(CCC1N1C(C2=CC=CC(=C2C1=O)CCCCCCCCCCC=O)=O)=O 11-[2-(2,6-dioxopiperidin-3-yl)-1,3-dioxoisoindole-4-yl]undecanal